1-(4-Bromo-3-(4-(pyrimidin-2-yl)piperazine-1-carbonyl)benzyl)-5-fluoroquinazoline-2,4(1H,3H)-dione BrC1=C(C=C(CN2C(NC(C3=C(C=CC=C23)F)=O)=O)C=C1)C(=O)N1CCN(CC1)C1=NC=CC=N1